N-(1-methylpiperidin-4-yl)acetamide CN1CCC(CC1)NC(C)=O